C(C)(C)(C)C=1C=C(C=C(C1)C(C)(C)C)B(O)O 3,5-di-tert-butylbenzeneboronic acid